N1CC(C1)N1N=C(C(=C1)C1=CN=C2N1C=CN=C2NC2=CC(=C(C(=O)NC)C=C2)Cl)C(F)(F)F 4-[[3-[1-(azetidin-3-yl)-3-(trifluoromethyl)pyrazol-4-yl]imidazo[1,2-a]pyrazin-8-yl]amino]-2-chloro-N-methylbenzamide